6-(4-fluoro-2-hydroxymethylphenyl)-2-phenoxymethylimidazo[1,2-a]pyrimidine FC1=CC(=C(C=C1)C=1C=NC=2N(C1)C=C(N2)COC2=CC=CC=C2)CO